N-(2-bromopyridin-4-yl)-5-(6-methylpyridin-2-yl)pyrazolo[1,5-a]pyrimidin-7-amine BrC1=NC=CC(=C1)NC1=CC(=NC=2N1N=CC2)C2=NC(=CC=C2)C